N1(CCNCCN(CCC1)CC=1C(=C(C(=O)NC(CO)CO)C=C(C1)C)O)CC=1C(=C(C(=O)NC(CO)CO)C=C(C1)C)O 3'-[1,4,7-triazacyclodecane-1,7-diylbis(methylene)]bis[N-(1,3-dihydroxypropan-2-yl)-2-hydroxy-5-methylbenzamide]